2-(4-Chloro-1H-pyrazol-1-yl)-1-((3R,5R,8S,9S,10R,13S,14S,17S)-10-fluoro-3-hydroxy-3,13-dimethylhexadecahydro-1H-cyclopenta[a]phenanthren-17-yl)ethan-1-one ClC=1C=NN(C1)CC(=O)[C@H]1CC[C@H]2[C@@H]3CC[C@@H]4C[C@](CC[C@@]4([C@H]3CC[C@]12C)F)(C)O